NC1=NNC2=C(C=C(C=C12)C1=CC(=NC=C1)NC1COC1)C#CC(C)(O)C 4-(3-Amino-5-(2-(oxetan-3-ylamino)pyridin-4-yl)-1H-indazol-7-yl)-2-methylbut-3-yn-2-ol